N-((s)-1-(3-(3-chloro-4-cyanophenyl)-1H-pyrazol-1-yl)-propan-2-yl)-3-(1-hydroxyethyl)-1H-pyrazole-5-carboxamide ClC=1C=C(C=CC1C#N)C1=NN(C=C1)C[C@H](C)NC(=O)C1=CC(=NN1)C(C)O